CN1C=NC(=C1)S(=O)(=O)C(C)(C)C1CCN(CC1)C(=O)NC1=CN=NC=C1 4-(2-((1-methyl-1H-imidazol-4-yl)sulfonyl)propan-2-yl)-N-(pyridazin-4-yl)piperidine-1-carboxamide